N-[5-(2,6-difluoro-4-methoxyphenyl)-2-{6-[(3S)-3-fluoropyrrolidin-1-yl]-4-methoxypyridin-2-yl}-1-methyl-3-oxo-2,3-dihydro-1H-pyrazol-4-yl]-4-(difluoromethoxy)benzamide FC1=C(C(=CC(=C1)OC)F)C1=C(C(N(N1C)C1=NC(=CC(=C1)OC)N1C[C@H](CC1)F)=O)NC(C1=CC=C(C=C1)OC(F)F)=O